[Si](C)(C)(C(C)(C)C)OCCCC(C)O 5-((tert-butyldimethylsilyl)oxy)pentan-2-ol